C1(CCC1)[C@@](C(F)(F)C1=C(C(=CC=C1)[C@@H](C)NC=1C2=C(N=C(N1)C)C=NC(=C2)P(=O)(C)C)F)(C)O (2R)-2-cyclobutyl-1-{3-[(1R)-1-{[6-(dimethylphosphoryl)-2-methylpyrido[3,4-d]pyrimidin-4-yl]amino}ethyl]-2-fluorophenyl}-1,1-difluoropropan-2-ol